O-(2,4-dinitro-phenyl)-hydroxylamine [N+](=O)([O-])C1=C(C=CC(=C1)[N+](=O)[O-])ON